tert-butyl 4-hydroxy-piperidine-1-carboxylate OC1CCN(CC1)C(=O)OC(C)(C)C